C1(C=2C(=CCC1)N=C1C=CC=3NC=4C=CC=CC4C3C12)C1=CC=CC=C1COC(NC1CNC1)=O.BrC1=C(C=CC(=C1)C=CC1=CC=C(C=C1)O)C=CC1=CC=C(C=C1)O 1-bromo-2,5-bis(4-hydroxystyryl)benzene 1,3-dihydroindolo[2,3-c]carbazolebenzyl-N-(azetidin-3-yl)carbamate